8-Oxa-2-aza-spiro[4.5]decane-2-carboxylic acid [4-methoxy-7-(5-oxa-2-aza-spiro[3.4]oct-2-yl)-thiazolo[4,5-c]pyridin-2-yl]-amide COC1=NC=C(C2=C1N=C(S2)NC(=O)N2CC1(CC2)CCOCC1)N1CC2(C1)OCCC2